2-octylmalonic acid potassium sodium salt [Na+].[K+].C(CCCCCCC)C(C(=O)[O-])C(=O)[O-]